O1C(CC1)CN1C=NC=C1 3-((oxetan-2-yl)methyl)-3H-imidazole